BrC1=C2C(C(=O)N(C2=O)C)=CC=C1 3-bromo-N-methylphthalimide